BrC=1C=NC=2N(C1C)C=C(N2)C(=O)OCC ethyl 6-bromo-5-methylimidazo[1,2-a]pyrimidine-2-carboxylate